cis-4-fluoro-5-((5-(3-((3-methyl-1H-pyrazol-5-yl)oxy)cyclopentyl)-1H-pyrazol-3-yl)amino)-2,3-dihydrobenzo[d]isothiazole 1,1-dioxide FC1=C(C=CC2=C1CNS2(=O)=O)NC2=NNC(=C2)[C@@H]2C[C@@H](CC2)OC2=CC(=NN2)C